ClC1=C(C=CC=C1[N+](=O)[O-])[N+](=O)[O-] 1-chloro-2,6-dinitrobenzene